Pyrrolidin-2-one-4,4-d2 N1C(CC(C1)([2H])[2H])=O